(3R)-4-[5-fluoro-2-(1-fluoro-3-methyl-6-{1-[(2R)-3-methyl-1-(4-methylpiperazin-1-yl)butan-2-yl]azetidin-3-yl}imidazo[1,5-a]pyridin-8-yl)benzoyl]-3-methylmorpholine FC=1C=CC(=C(C(=O)N2[C@@H](COCC2)C)C1)C=1C=2N(C=C(C1)C1CN(C1)[C@@H](CN1CCN(CC1)C)C(C)C)C(=NC2F)C